C(C1=CC=CC=C1)N(C(=S)SSCCCCCCSSC(N(CC1=CC=CC=C1)CC1=CC=CC=C1)=S)CC1=CC=CC=C1 1,6-bis(N,N-dibenzylthiocarbamoyl-dithio)hexane